racemic-6-fluoro-chromane FC=1C=C2CCCOC2=CC1